1-(3-(benzylamino)-2-(4-methoxyphenyl)imidazo[1,2-a]pyridin-5-yl)naphthalen-2-ol C(C1=CC=CC=C1)NC1=C(N=C2N1C(=CC=C2)C2=C(C=CC1=CC=CC=C21)O)C2=CC=C(C=C2)OC